tert-butyl (3R,5R)-3-fluoro-5-((1-(2-fluoro-4-methoxyphenyl)pyrido[3,4-d]pyridazin-4-yl)amino)piperidine-1-carboxylate F[C@H]1CN(C[C@@H](C1)NC=1N=NC(=C2C1C=NC=C2)C2=C(C=C(C=C2)OC)F)C(=O)OC(C)(C)C